2-(2,6-Dimethyl-4-((5-oxo-4-(2-(trifluoromethyl)phenyl)-4,5-dihydro-1H-1,2,4-triazol-1-yl)methyl)phenoxy)-2-methylpropionic acid CC1=C(OC(C(=O)O)(C)C)C(=CC(=C1)CN1N=CN(C1=O)C1=C(C=CC=C1)C(F)(F)F)C